C(C)[Ta](CC)(CC)CC tetraethyl-tantalum